Cl.Cl.C(C)(C)(C)NC1CN(CC1)C=1N=CC(=NC1)C1=C(C=C(C=C1)C=1C=NN(C1)C([2H])([2H])[2H])O 2-{5-[3-(tert-butylamino)pyrrolidin-1-yl]pyrazin-2-yl}-5-[1-(2H3)methyl-1H-pyrazol-4-yl]phenol-Dihydrochlorid